cis-1-(difluoromethyl)-3-(1-(4-fluoro-3-methylphenyl)-5-hydroxy-2-(tetrahydro-2H-pyran-4-yl)-1H-indol-3-yl)cyclobutane-1-carboxylic acid FC(C1(CC(C1)C1=C(N(C2=CC=C(C=C12)O)C1=CC(=C(C=C1)F)C)C1CCOCC1)C(=O)O)F